CC1CNC2CCCCC2N1 3-methyldecahydroquinoxaline